(3Z)-4-amino-N-hydroxy-1,2,5-oxadiazole NC=1CN(ON1)O